C(C)C1=NC=2N(C(=C1)NCC1(CN(C1)C(=O)N)C1=CC=C(C=C1)F)N=C(C2)C(F)(F)F 3-(((5-Ethyl-2-(trifluoromethyl)pyrazolo[1,5-a]pyrimidin-7-yl)amino)methyl)-3-(4-fluorophenyl)azetidine-1-carboxamide